C(C=1C(O)=CC=CC1)(=O)[O-].C(C=1C(O)=CC=CC1)(=O)[O-].[Cu+2] copper (II) bissalicylate